ClC=1C=2N(C=C(C1)S(=O)(=O)NC1(CC1)C[2H])C(=NC2)C=2SC(=NN2)C(F)F 8-chloro-3-(5-difluoromethyl-1,3,4-thiadiazol-2-yl)-N-(1-(deuteromethyl)cyclopropyl)imidazo[1,5-a]pyridin-6-sulfonamide